4-((3-(2-bromophenethyl)-2,4-dioxo-3,4-dihydroquinazolin-1(2H)-yl)methyl)-N-hydroxybenzamide BrC1=C(CCN2C(N(C3=CC=CC=C3C2=O)CC2=CC=C(C(=O)NO)C=C2)=O)C=CC=C1